5-(5-chloro-2-methyl-phenyl)-N-(4-cyano-2-fluoro-phenyl)-1H-pyrrole-3-sulfonamide ClC=1C=CC(=C(C1)C1=CC(=CN1)S(=O)(=O)NC1=C(C=C(C=C1)C#N)F)C